3-[[(1R)-1-(3,6-Dimethyl-4-oxo-2-phenyl-chromen-8-yl)ethyl]amino]-N-methyl-pyridine-2-carboxamide CC1=C(OC2=C(C=C(C=C2C1=O)C)[C@@H](C)NC=1C(=NC=CC1)C(=O)NC)C1=CC=CC=C1